OC=1C=C2C=CC=C(C2=CC1)C=1NC2=NC=CC=C2C1 2-(6-hydroxynaphthyl)-7-azaindole